[N-]1C(=O)NC(=O)C(=O)C1=O alloxanide